5-(benzenesulfonyl)thiazole-2-carboxylic acid ethyl ester C(C)OC(=O)C=1SC(=CN1)S(=O)(=O)C1=CC=CC=C1